isopropyl (5Z)-7-[(1R,2R,3R,5S)-2-[(1E)-3,3-difluoro-4-phenoxy-1-butenyl]-3,5-dihydroxycyclopentyl]-5-heptenoate FC(/C=C/[C@@H]1[C@H]([C@H](C[C@H]1O)O)C\C=C/CCCC(=O)OC(C)C)(COC1=CC=CC=C1)F